C1(=CC(=CC=C1)C1=CC(=NC2=CC=C(C=C12)CN(C(OC(C)(C)C)=O)C1CCOCC1)C)C1=CC=CC=C1 tert-butyl ((4-([1,1'-biphenyl]-3-yl)-2-methylquinolin-6-yl)methyl)(tetrahydro-2H-pyran-4-yl)carbamate